racemic-(1S)-5-(2,2-difluoro-1-hydroxy-1-methyl-ethyl)-1-methyl-3,4-dihydro-1H-isoquinoline-2-carboxylic acid tert-butyl ester C(C)(C)(C)OC(=O)N1[C@H](C2=CC=CC(=C2CC1)C(C(F)F)(C)O)C |r|